C1CCC2=C(C=3CCCC3C=C12)NC(=O)N=S(=O)(N)C=1C=NN2C1OCC2C N'-((1,2,3,5,6,7-hexahydro-s-indacen-4-yl)carbamoyl)-3-methyl-2,3-dihydropyrazolo[5,1-b]oxazole-7-sulfonimidamide